6-(4,4,5,5-tetramethyl-1,3,2-dioxaborolan-2-yl)isoquinolin-1-amine CC1(OB(OC1(C)C)C=1C=C2C=CN=C(C2=CC1)N)C